2-(Chloromethyl)-6-(trifluoromethyl)-1H-benzo[d]imidazole ClCC1=NC2=C(N1)C=C(C=C2)C(F)(F)F